1-methyl-3-(4-methylphenoxy)benzene CC1=CC(=CC=C1)OC1=CC=C(C=C1)C